(R)-(6-Cyclopropyl-imidazo[1,5-a]pyrazin-5-yl)-[1-(2,5-difluoro-4-methoxy-phenyl)-1H-[1,2,3]triazol-4-yl]-methanol C1(CC1)C=1N=CC=2N(C1[C@@H](O)C=1N=NN(C1)C1=C(C=C(C(=C1)F)OC)F)C=NC2